C(\C=C/C(=O)O)(=O)O.C(\C=C/C(=O)O)(=O)O.C(\C=C/C(=O)O)(=O)O.C(\C=C/C(=O)O)(=O)O.NCCNCCNCCN triethylenetetramine tetramaleate